2,2',7,7'-tetraphenyl-spirobifluorene C1(=CC=CC=C1)C=1C2(C3=CC4=CC(=CC=C4C3=CC1)C1=CC=CC=C1)C(=CC=C1C3=CC=C(C=C3C=C12)C1=CC=CC=C1)C1=CC=CC=C1